cyclopentoxytitanium C1(CCCC1)O[Ti]